(+/-)-isopropyl (1S,3S)-3-(4-(5-((3-cyclopentyl-3-methylureido)methyl)-1-methyl-1H-1,2,3-triazol-4-yl)phenoxy)cyclohexane-1-carboxylate C1(CCCC1)N(C(NCC1=C(N=NN1C)C1=CC=C(O[C@@H]2C[C@H](CCC2)C(=O)OC(C)C)C=C1)=O)C |r|